FC1=C(OCC([C@H](C[C@H]2C(NCC2)=O)NC(=O)[C@@H]2N(CCC(C2)(C)C)C([C@@H](NS(=O)(=O)C)C(C)C)=O)=O)C=CC(=C1)F |o1:17| (2R*)-N-{(2S)-4-(2,4-difluorophenoxy)-3-oxo-1-[(3S)-2-oxopyrrolidin-3-yl]butan-2-yl}-1-[N-(methanesulfonyl)-L-valyl]-4,4-dimethylpiperidine-2-carboxamide